ClC1=NS(C2=C1C=CC(=C2)F)(=O)=O 3-chloro-6-fluoro-1,2-benzothiazol-1,1-dioxide